3-[4-[2-methoxyethyl-(methyl)amino]anilino]-5-(methylamino)-6-(3-methylimidazo[4,5-c]pyridin-7-yl)pyrazine-2-carboxamide Titanium(IV) iso-propoxide CC([O-])C.[Ti+4].COCCN(C1=CC=C(NC=2C(=NC(=C(N2)NC)C=2C3=C(C=NC2)N(C=N3)C)C(=O)N)C=C1)C.CC([O-])C.CC([O-])C.CC([O-])C